C(CCCCCC)C=1C=C(C(=C(C1)O)C1C=C(CCC1)C)O 5-Heptyl-2-(3-methylcyclohex-2-en-1-yl)benzene-1,3-diol